C(CCC)O[As](OCCCC)OCCCC tri(n-butoxy)arsenic